N1(CCCCCC1)CC1=CC(=NC=C1)NC=1SC2=NC(=CC=C2N1)C=1C=NNC1C N-(4-(azepan-1-ylmethyl)-pyridin-2-yl)-5-(5-methyl-1H-pyrazol-4-yl)thiazolo-[5,4-b]pyridin-2-amine